Cl.N1(CCNCC1)C(=O)OC(C)C isopropyl piperazine-1-carboxylate hydrochloride